bis(2,3-epithiopropyl)disulfide C(C1CS1)SSCC1CS1